N3-(2-(1H-1,2,4-triazol-1-yl)ethyl)-4-bromo-N-phenylbenzene-1,3-diamine N1(N=CN=C1)CCNC=1C=C(C=CC1Br)NC1=CC=CC=C1